L-(+)-rhamnose C[C@H]1[C@@H]([C@H]([C@H](C(O1)O)O)O)O